COC=1C=C(C=CC1OC)C1=CC=NC=2N1N=C(C2)C(=O)NC2=C(C=C(C=C2)N2CCOCC2)F 7-(3,4-dimethoxyphenyl)-N-(2-fluoro-4-morpholinophenyl)pyrazolo[1,5-a]pyrimidine-2-carboxamide